2-chloro-4-(biphenyl-4-yl)-6-phenyl-1,3,5-triazine ClC1=NC(=NC(=N1)C1=CC=C(C=C1)C1=CC=CC=C1)C1=CC=CC=C1